[Zn].FC(S(=O)(=O)O)(F)F.FC(S(=O)(=O)O)(F)F bis(trifluoromethanesulfonic acid) zinc